(2R)-3-(((2,3-bis((3-((tertbutoxy carbonyl)(cyclopropylmethyl)amino)propanoyl)-oxy)propoxy)(hydroxy)phosphoryl)oxy)propane-1,2-diyl ditetradecanoate C(CCCCCCCCCCCCC)(=O)OC[C@H](COP(=O)(O)OCC(COC(CCN(CC1CC1)C(=O)OC(C)(C)C)=O)OC(CCN(CC1CC1)C(=O)OC(C)(C)C)=O)OC(CCCCCCCCCCCCC)=O